N-[2-(2-methylpropoxy)ethyl]acrylamide CC(COCCNC(C=C)=O)C